C(C)(C)(C)OC(=O)N[C@@H](COC(N)=O)C(=O)O (tert-butoxycarbonyl)-O-carbamoyl-L-serine